C(C)(C)(C)OC(=O)NC[B-](F)(F)F (tert-butoxycarbonylamino)methyl-trifluoro-boranide